n-decyl-ammonium C(CCCCCCCCC)[NH3+]